(2-(4-(difluoromethoxy)-3-isobutoxyphenyl)oxazol-4-yl)methylamine hydrochloride Cl.FC(OC1=C(C=C(C=C1)C=1OC=C(N1)CN)OCC(C)C)F